ClC1=CC=C(S1)S(=O)(=O)NC1=NN(C2=CC=CC(=C12)OC)CC=1C=C(C=CC1)CNC(C(C)(C)O)=O N-[(3-{[3-{[(5-chloro-2-thienyl)sulfonyl]amino}-4-(methoxy)-1H-indazole-1-yl]methyl}phenyl)methyl]-2-hydroxy-2-methyl-propionamide